[Cl-].OCCC=1NC=CN1 hydroxyethyl-imidazole chloride salt